(3R)-3-[(2S)-1-(tert-butoxy)-3-(4-formylphenyl)-1-oxopropane-2-yl]pyrrolidine-1-carboxylic acid tert-butyl ester C(C)(C)(C)OC(=O)N1C[C@H](CC1)[C@@H](C(=O)OC(C)(C)C)CC1=CC=C(C=C1)C=O